N-(1-(4-(hydroxymethyl)-7-(4-(trifluoromethoxy)phenyl)-2,3-dihydrobenzofuran-5-yl)ethyl)acrylamide OCC1=C(C=C(C2=C1CCO2)C2=CC=C(C=C2)OC(F)(F)F)C(C)NC(C=C)=O